9-methoxy-N-{3-methoxy-4-[3-(pyrrolidin-1-yl)propyl]phenyl}-6,6-dimethyl-5H,6H-benzo[h]quinazolin-2-amine COC1=CC2=C(C(CC=3C=NC(=NC23)NC2=CC(=C(C=C2)CCCN2CCCC2)OC)(C)C)C=C1